FC=1C=C(CN2CC(CCC2)C(C=CN(C)C)=O)C=CC1F 1-(1-(3,4-difluorobenzyl)piperidin-3-yl)-3-(dimethylamino)prop-2-en-1-one